ethynylidenedibenzoic acid C(#CC1=C(C(=O)O)C=CC=C1)C1=C(C(=O)O)C=CC=C1